3-(2,4-Difluorophenoxy)-7-(2,2,2-trifluoro-1-(2-(4-methoxyphenyl)pyrrolidin-1-yl)ethyl)-1,6-naphthyridine FC1=C(OC=2C=NC3=CC(=NC=C3C2)C(C(F)(F)F)N2C(CCC2)C2=CC=C(C=C2)OC)C=CC(=C1)F